2-(3-(6-((R)-5-azaspiro[2.4]heptan-7-ylamino)pyridin-2-yl)imidazo[1,2-a]pyridin-6-yl)-1,1,1-trifluoropropan-2-ol C1CC12CNC[C@@H]2NC2=CC=CC(=N2)C2=CN=C1N2C=C(C=C1)C(C(F)(F)F)(C)O